CN1C(N(C2=NC(=NC=C12)NC1=C(C=C(C#N)C=C1)C(F)(F)F)C1CCOCC1)=O 4-((7-methyl-8-oxo-9-(tetrahydro-2H-pyran-4-yl)-8,9-dihydro-7H-purin-2-yl)amino)-3-(trifluoromethyl)benzonitrile